C1(CC1)C(=O)N[C@H](C(=O)N1[C@@H]([C@H]2C([C@H]2C1)(C)C)C(=O)O)CC1CC1 (1R,2S,5S)-3-[(2S)-2-(cyclopropanecarbonylamino)-3-cyclopropyl-propanoyl]-6,6-dimethyl-3-azabicyclo[3.1.0]hexane-2-carboxylic acid